ClC=1C(=NC=2CNCCC2C1)O 3-chloro-5,6,7,8-tetrahydro-1,7-naphthyridin-2-ol